4-(7-(1-cyclopropyl-1H-pyrazol-4-yl)-4-(pyridin-4-yl)-5H-pyrrolo[3,2-d]pyrimidin-2-yl)morpholine C1(CC1)N1N=CC(=C1)C1=CNC2=C1N=C(N=C2C2=CC=NC=C2)N2CCOCC2